4-(3,4-dichlorophenyl)-6-methyl-2-oxo-5-vinyl-1,2-dihydropyridine-3-carboxylic acid ethyl ester C(C)OC(=O)C=1C(NC(=C(C1C1=CC(=C(C=C1)Cl)Cl)C=C)C)=O